N-(6-amino-5-cyclopropyl-3-pyridyl)-2-[(2S,5R)-5-methyl-2-[2-(1-methyl-4-piperidyl)-1,3-benzothiazol-5-yl]-1-piperidyl]-2-oxo-acetamide NC1=C(C=C(C=N1)NC(C(=O)N1[C@@H](CC[C@H](C1)C)C=1C=CC2=C(N=C(S2)C2CCN(CC2)C)C1)=O)C1CC1